FC=1C(=C(C=CC1)NC1=C(NC2=C1C(NCC2)=O)C=2C1=C(N=CN2)C=CC=N1)OC 3-((3-fluoro-2-methoxyphenyl)amino)-2-(pyrido[3,2-d]pyrimidin-4-yl)-1,5,6,7-tetrahydro-4H-pyrrolo[3,2-c]pyridin-4-one